NCC1=C(C=C(C=C1)Cl)NN(C(C(=O)NC1(NC2=CC=CC=C2C1)C(=O)O)CC1=CC=CC=C1)C(C=O)=O 2-(2-(((2-(aminomethyl)-5-chlorophenyl)amino)-2-oxoacetylamino)-3-phenylpropionamido)-1H-indole-2-carboxylic acid